ClC1=CC=C(N=N1)N1C[C@@H](CC1)NC(OC(C)(C)C)=O tert-Butyl N-[(3R)-1-(6-chloropyridazin-3-yl)pyrrolidin-3-yl]carbamate